[2-[5-(3-chloropyrazol-1-yl)-3-ethylsulfonyl-2-pyridyl]-1,3-benzoxazol-5-yl]-imino-oxo-(trifluoromethyl)-λ6-sulfane ClC1=NN(C=C1)C=1C=C(C(=NC1)C=1OC2=C(N1)C=C(C=C2)S(C(F)(F)F)(=O)=N)S(=O)(=O)CC